NC1=NC=C(C2=C1C(=C(N2C)C2=CC=C(C=C2)NC(C(=C)F)=O)C2=CC(=C(C(=O)NCC(F)(F)F)C=C2)OC)C#CCOCC 4-[4-amino-7-(3-ethoxyprop-1-ynyl)-2-{4-[(2-fluoroacrylamido)]phenyl}-1-methylpyrrolo[3,2-c]pyridin-3-yl]-2-methoxy-N-(2,2,2-trifluoroethyl)benzamide